ClC=1C=CC(=NC1C(C)O)C1=CC(=C(C(=O)NC2=C(C=CC=C2)C)C=C1F)O[C@H](C(F)(F)F)C 4-(5-Chloro-6-(1-hydroxyethyl)pyridin-2-yl)-5-fluoro-N-(o-tolyl)-2-(((S)-1,1,1-trifluoropropan-2-yl)oxy)benzamide